P(O)(O)(O)=O.C(#N)CC1(CN(C1)C1=CC(=C(C(=O)N[C@H](C(F)(F)F)C)C=C1F)F)N1N=CC(=C1)C=1C(=NNC1C)C 4-[3-(Cyanomethyl)-3-(3',5'-dimethyl-1H,1'H-4,4'-bipyrazol-1-yl)azetidin-1-yl]-2,5-difluoro-N-[(1S)-2,2,2-trifluoro-1-methylethyl]benzamide phosphoric Acid Salt